Methyl (S)-2-(2-(1-(3-(benzo[d][1,3]dioxol-5-yl)propanoyl)piperidin-4-yl)acetamido)-3-(4-(benzyloxy)phenyl)propanoate O1COC2=C1C=CC(=C2)CCC(=O)N2CCC(CC2)CC(=O)N[C@H](C(=O)OC)CC2=CC=C(C=C2)OCC2=CC=CC=C2